rel-(2R,3R)-2-(((tert-butyldimethylsilyl)oxy)methyl)-3-hydroxy-3-methylpiperidine-1-carboxylic acid benzyl ester C(C1=CC=CC=C1)OC(=O)N1[C@@H]([C@](CCC1)(C)O)CO[Si](C)(C)C(C)(C)C |o1:11,12|